C(C)(C)(C)OC(=O)N1C[C@@H]2COC3=C(CN2CC1)C(=CC(=C3Cl)C3=C(C=CC=C3O)F)N3N=CC=C3 (12aR)-10-chloro-9-(2-fluoro-6-hydroxyphenyl)-7-(1H-pyrazol-1-yl)-3,4,12,12a-tetrahydro-6H-pyrazino[2,1-c][1,4]benzoxazepine-2(1H)-carboxylic acid tert-butyl ester